NC(C1CCN(CC1)C1C(NCC1)=O)C1=C(C=C(C(=C1)Cl)Cl)O 3-(4-(amino(4,5-dichloro-2-hydroxyphenyl)methyl)piperidin-1-yl)pyrrolidin-2-one